4-benzyl-3-oxo-3,4-dihydro-2H-benzo[b][1,4]thiazine-7-carboxamide C(C1=CC=CC=C1)N1C2=C(SCC1=O)C=C(C=C2)C(=O)N